FC1CCN(CC1)C1=C(C=CC(=C1)N1CCOCC1)C1=C(OC(=C1)C=1C=NNC1)C(=O)N (2-(4-fluoropiperidin-1-yl)-4-morpholinylphenyl)-5-(1H-pyrazol-4-yl)furan-2-carboxamide